N1=C(C(=CC=C1)N)C1=NC=CC=C1C1=NC=CC=C1 terpyridylamine